ethyl 6-(2-(benzyloxy)-5-chloro-4-methoxyphenyl)-1-(1-hydroxy-3-methylbutan-2-yl)-4-oxo-1,4-dihydropyridine-3-carboxylate C(C1=CC=CC=C1)OC1=C(C=C(C(=C1)OC)Cl)C1=CC(C(=CN1C(CO)C(C)C)C(=O)OCC)=O